C(C1CO1)N1C(N(C(N(C1=O)CC1CO1)=O)CC1CO1)=O 1,3,5-triglycidyl-S-triazinetrione